FC1=CC=C(C=C1)S(=NS(=O)(=O)C)(=N)N1C(OCC1)=O N-((4-Fluorophenyl)(2-oxooxazolidin-3-yl)(imino)-λ6-sulfaneylidene)-methanesulfonamide